ClC1=CC=CC2=C1NC(N2C2CCOCC2)=O 7-chloro-2-oxo-3-(tetrahydro-2H-pyran-4-yl)-2,3-dihydro-1H-benzo[d]imidazol